BrC1=C(C=C2CCCC2=C1)O 6-bromo-2,3-dihydro-1H-inden-5-ol